2-ethoxybenzamide C(C)OC1=C(C(=O)N)C=CC=C1